1-(N-Cbz-amidino)-pyrazole C(=O)(OCC1=CC=CC=C1)NC(=N)N1N=CC=C1